elaidic acid butyl ester C(CCC)OC(CCCCCCC\C=C\CCCCCCCC)=O